(R)-1-(1-Acetylpiperidin-4-yl)-N-(1-(5-bromothiophen-2-yl)ethyl)-6-oxo-1,6-dihydropyridazine-3-carboxamide C(C)(=O)N1CCC(CC1)N1N=C(C=CC1=O)C(=O)N[C@H](C)C=1SC(=CC1)Br